FC1=CC(=CC2=CN(N=C12)C)NC(=O)C=1C=CC(=C2N=CC=NC12)OC1CCN(CC1)C(=O)OC(C)(C)C tert-butyl 4-[8-[(7-fluoro-2-methyl-indazol-5-yl)carbamoyl]quinoxalin-5-yl]oxypiperidine-1-carboxylate